(S)-N-methyl-6-(1-methyl-1H-pyrazol-5-yl)-2,3-dihydrobenzo-furan-3-amine CN[C@@H]1COC2=C1C=CC(=C2)C2=CC=NN2C